C(CCCCCCCCCCCCC)N(C(C)=O)CCCCCCCCCCCCCC N,N-ditetradecylacetamid